methyl (R)-1-(1-(5-(((benzyloxy)carbonyl)amino)-1,3-dioxan-2-yl)ethyl)-2-methyl-1H-indole-3-carboxylate C(C1=CC=CC=C1)OC(=O)NC1COC(OC1)[C@@H](C)N1C(=C(C2=CC=CC=C12)C(=O)OC)C